Ethyl rac-2-(methylthio)-3-oxobutanoate CS[C@@H](C(=O)OCC)C(C)=O |r|